difluoromonochloropyrimidine FC1=CC(=NC(=N1)Cl)F